1-((3-(benzylamino)pyridin-4-yl)methyl)-N-(4-benzylthiazol-2-yl)-1H-pyrrole-2-carboxamide C(C1=CC=CC=C1)NC=1C=NC=CC1CN1C(=CC=C1)C(=O)NC=1SC=C(N1)CC1=CC=CC=C1